F[C@H]1CN(CC[C@H]1NC1=CC=CC2=C(N(N=C12)C#CCNC1=C(C=C(C=C1)S(=O)(=O)C)OC)[C@@H]1OC1)C N-((3S,4R)-3-fluoro-1-methylpiperidin-4-yl)-2-(3-((2-methoxy-4-(methylsulfonyl)phenyl)amino)prop-1-yn-1-yl)-3-((S)-oxiran-2-yl)-2H-indazol-7-amine